methyl 2-morpholino-4-oxo-8-vinyl-chromene-6-carboxylate O1CCN(CC1)C=1OC2=C(C=C(C=C2C(C1)=O)C(=O)OC)C=C